ClC1=NC(=NC=2C(=C(C3=C(C12)COC3)C3=C(C=CC=1SC(=C(C13)C#N)NC(OC(C)(C)C)=O)F)F)SCC tert-Butyl (4-(1-chloro-3-(ethylthio)-5-fluoro-7,9-dihydrofuro[3,4-f]quinazolin-6-yl)-3-cyano-5-fluorobenzo[b]thiophen-2-yl)carbamate